glycyl-(3-methyl)histidyl-phenylalanine NCC(=O)N[C@@H](CC1=CN=CN1C)C(=O)N[C@@H](CC1=CC=CC=C1)C(=O)O